COC1=C(OCC2OC(OC2)=O)C=CC=C1 4-[(2-methoxyphenoxy)methyl]-1,3-dioxolane-2-one